OC(C(=O)C1=CC=CC=C1)(C)C 2-hydroxy-2-methylpropionphenone